5-[(1-methylethoxy)methyl]-2-furanmethanol CC(C)OCC1=CC=C(O1)CO